N-butyl-pyrrolidinone C(CCC)N1C(CCC1)=O